C1(CC1)NC1=CC=C(C=C1)B(O)O 4-(CYCLOPROPYLAMINO)PHENYLBORONIC ACID